FC=1C=CC=C2C(=NNC12)C(=O)NC 7-fluoro-N-methyl-1H-indazole-3-carboxamide